3-{{1-{[(2E)-3-(methoxycarbonyl)prop-2-enoyloxy]}ethoxycarbonyl}}(2S)-2-aminopropanoic acid, hydrochloride salt Cl.COC(=O)/C=C/C(=O)OC(C)OC(=O)C[C@@H](C(=O)O)N